(R)-3-(methoxy-d3)pyrrolidine-1-sulfonyl chloride C(O[C@H]1CN(CC1)S(=O)(=O)Cl)([2H])([2H])[2H]